4-decyloxymethoxy-1-methylbutylmagnesium bromide C(CCCCCCCCC)OCOCCCC(C)[Mg]Br